tert-butyl-(3-chloro-2-hydroxypropyl) carbamate C(N)(OCC(C(Cl)C(C)(C)C)O)=O